CC1=CC(NC(N1C1=CC=CC=C1)=O)C1=CC(=CC=C1)C 6-methyl-4-(3-methylphenyl)-2-oxo-N-phenyl-3,4-dihydro-1H-pyrimidine